CCCCCCCC/C=C\\CCCCCCCC(=O)OC[C@H](COP(=O)([O-])OCCNC(=O)CCC/C=C\\C/C=C\\C/C=C\\C/C=C\\CCCCC)O The molecule is an N-acyllysophosphatidylethanolamine(1-) in which the N-acyl group is specified as arachidonoyl while the phosphatidyl acyl group is specified as oleoyl; major species at pH 7.3. It is a conjugate base of a N-arachidonoyl-1-oleoyl-sn-glycero-3-phosphoethanolamine.